ClC=1C=C(C=NC1)C1=NC(=C2N=CN(C2=N1)C1[C@@H]([C@@H]([C@@]2(C[C@H]12)C(=O)NC)O)O)NCC1=C(C=CC(=C1)C)F (1S,2R,3S,5S)-4-(2-(5-chloropyridin-3-yl)-6-((2-fluoro-5-methylbenzyl)amino)-9H-purin-9-yl)-2,3-dihydroxyl-N-meth-ylbicyclo[3.1.0]hexane-1-formamide